1-(2-Chlorophenyl)-4-((2-chloropyridin-4-yl)amino)-7-cyclopropylquinazolin-2(1H)-one ClC1=C(C=CC=C1)N1C(N=C(C2=CC=C(C=C12)C1CC1)NC1=CC(=NC=C1)Cl)=O